(2S,4R)-6-chloro-N-(3-{4-[3-fluoro-4-(trifluoromethoxy)phenyl]-1H-pyrazol-1-yl}bicyclo[1.1.1]pentan-1-yl)-4-hydroxy-3,4-dihydro-2H-1-benzopyran-2-carboxamide ClC=1C=CC2=C([C@@H](C[C@H](O2)C(=O)NC23CC(C2)(C3)N3N=CC(=C3)C3=CC(=C(C=C3)OC(F)(F)F)F)O)C1